C(#N)CC(C#CC1=CC=C(S1)C(=O)OC)(C)C Methyl 5-(4-cyano-3,3-dimethyl-but-1-ynyl)thiophene-2-carboxylate